C(C)(C)(C)OC(=O)N1CC(CC1)CN1CCC(CC1)(F)F tert-butyl-3-((4,4-difluoropiperidin-1-yl)methyl)pyrrolidine-1-carboxylate